N1N=CC2=CC(=CC=C12)NC1=NC(=NC=C1)C1=CC=C2C=C(N(C2=C1)C)C(=O)NC1=C(C=NC=C1)Cl 6-(4-((1H-indazol-5-yl)amino)-pyrimidin-2-yl)-N-(3-chloropyridin-4-yl)-1-methyl-1H-indole-2-carboxamide